C1(CC1)COC1=CC(=NC(=C1)S(=O)(=O)C)NC1=C(C=NC(=C1)NC(C)=O)C1=NC=C(C=C1)C(C)(C)O N-(4'-((4-(cyclopropylmethoxy)-6-(methylsulfonyl)pyridin-2-yl)amino)-5-(2-hydroxypropan-2-yl)-[2,3'-bipyridin]-6'-yl)acetamide